2-(2-fluoro-3,5-dimethoxy-4-methylphenyl)-4,4,5,5-tetramethyl-1,3,2-dioxaborolane FC1=C(C=C(C(=C1OC)C)OC)B1OC(C(O1)(C)C)(C)C